C(C)(C)(C)OC(=O)N[C@H](CC(N)=O)C(=O)O N2-(tert-butoxycarbonyl)-D-asparagine